FC1=C(C=CC(=C1)S(=O)(=O)N1C[C@H](CC1)F)C1=NC2=CC(=CC=C2C(=C1)C)O 2-{2-fluoro-4-[(3S)-3-fluoropyrrolidine-1-sulfonyl]phenyl}-4-methylquinolin-7-ol